NC=1NC(C=2C(N1)=NN(C2)CC(=O)N(C(C)C)CC(=O)NCC2=C(C(=CC=C2)Cl)F)=O 2-(6-amino-4-oxo-4,5-dihydro-2H-pyrazolo[3,4-d]pyrimidin-2-yl)-N-(2-(3-chloro-2-fluorophenylmethylamino)-2-oxoethyl)-N-isopropylacetamide